CN1CC2=C(CC1)SC(=N2)C=2C(=C1C(=NC2)NC=C1)NC1C[C@@H]2[C@@H](CN(C2)CC#N)C1 2-((3aR,5s,6aS)-5-((5-(5-methyl-4,5,6,7-tetrahydrothiazolo[4,5-c]pyridin-2-yl)-1H-pyrrolo[2,3-b]pyridin-4-yl)amino)hexahydrocyclopenta[c]pyrrol-2(1H)-yl)acetonitrile